2-(2,6-dichloro-phenyl)-3-methyl-pyridine ClC1=C(C(=CC=C1)Cl)C1=NC=CC=C1C